tert-Butyl 9-[6-(2,2,2-trifluoroethyl)quinazolin-4-yl]-3,9-diazaspiro[5.5]undecane-3-carboxylate FC(CC=1C=C2C(=NC=NC2=CC1)N1CCC2(CCN(CC2)C(=O)OC(C)(C)C)CC1)(F)F